C(C1=CC=CC=C1)OC(CCCCC1CNCC1)(C(F)(F)F)C1=NN=C(O1)C1=NC(=C(C=C1NC(OC(C)(C)C)=O)C(F)(F)F)Br tert-butyl N-[2-[5-[1-benzyloxy-5-pyrrolidin-3-yl-1-(trifluoromethyl)pentyl]-1,3,4-oxadiazol-2-yl]-6-bromo-5-(trifluoromethyl)-3-pyridyl]carbamate